(5S,6S)-8,9-difluoro-N,6-dimethyl-5,6-dihydro-4H-pyrrolo[3,2,1-ij]quinolin-5-amine FC=1C=C2[C@@H]([C@@H](CN3C2=C(C1F)C=C3)NC)C